CC1(OB(OC1(C)C)C1=CC=C(C=C1)C1(COCC1)C#N)C 3-(4-(4,4,5,5-tetramethyl-1,3,2-dioxaborolan-2-yl)phenyl)tetrahydrofuran-3-carbonitrile